C1(=CC(=CC=C1)C1=NN(C=C1)CC=1C=CC(=NC1)NC(C=C)=O)C1=CC=CC=C1 N-(5-((3-([1,1'-biphenyl]-3-yl)-1H-pyrazol-1-yl)methyl)pyridin-2-yl)acrylamide